N1C(=CC2=CC=CC=C12)S(=O)(=O)[O-] indolsulfonate